3-[4-[(2S)-1-cyclopropanecarbonyl-5-(4-fluorophenoxy)-2-methyl-1,2,3,4-tetrahydroquinolin-6-yl]-1H-pyrazol-1-yl]-1λ6-thietane-1,1-dione C1(CC1)C(=O)N1[C@H](CCC2=C(C(=CC=C12)C=1C=NN(C1)C1CS(C1)(=O)=O)OC1=CC=C(C=C1)F)C